(6R,7aS)-6-(2,3-dichloro-6-methoxyphenyl)tetrahydro-1H,3H-pyrrolo[1,2-c]oxazol-3-one ClC1=C(C(=CC=C1Cl)OC)[C@H]1C[C@@H]2N(C(OC2)=O)C1